(3S,3aS,6aR)-2-[(2S)-2-(tert-butoxycarbonylamino)-3-methyl-butanoyl]-3,3a,4,5,6,6a-hexahydro-1H-cyclopenta[c]pyrrole-3-carboxylic acid C(C)(C)(C)OC(=O)N[C@H](C(=O)N1C[C@H]2[C@@H]([C@H]1C(=O)O)CCC2)C(C)C